Cl.N1=C(C=CC=C1C(=O)N)C=1C=NC=CC1 [2,3'-bipyridine]-6-carboxamide hydrochloride